C(CCCCC(C)C)NCCCCCC(C)C.O1C=2C(OCC1CCCCCCCCS(=O)(=O)O)=CSC2 8-(2,3-dihydro-thieno[3,4-b][1,4]dioxin-2-yl)octane-1-sulfonic acid diisooctylamine salt